4-Methyl-5-(pyrazin-2-yl)-3H-1,2-dithiol-3-thion CC=1C(SSC1C1=NC=CN=C1)=S